4-bromo-7-fluoro-benzofuran-2-carboxylic acid BrC1=CC=C(C2=C1C=C(O2)C(=O)O)F